FC(C(=C)F)(F)I 1,1,2-trifluoroallyl-iodine